3-((R)-3-methylmorpholino)-2-oxo-5-(1H-pyrrolo[2,3-b]pyridin-4-yl)pyrazin-1(2H)-yl-propionamide C[C@@H]1COCCN1C=1C(N(C=C(N1)C1=C2C(=NC=C1)NC=C2)C(C(=O)N)C)=O